2-(6-(((1r,2r,3s,5s)-2-fluoro-9-azabicyclo[3.3.1]non-3-yl)oxy)pyridazin-3-yl)-5-(5-methylthiophene-2-yl)phenol F[C@@H]1[C@H]2CCC[C@@H](C[C@@H]1OC1=CC=C(N=N1)C1=C(C=C(C=C1)C=1SC(=CC1)C)O)N2